(1-(5-bromo-1,3,4-thiadiazol-2-yl) piperidin-4-yl) carbamate C(N)(OC1CCN(CC1)C=1SC(=NN1)Br)=O